1-(1-methylpyrazol-3-yl)propan-1-amine hydrochloride Cl.CN1N=C(C=C1)C(CC)N